C(C)OC=1C=C(C=2N(C1)N=C1C2C=NN1)C=1C=CC(=NC1)N1C[C@H]([C@H](CC1)NC(C1=C(C(=CC=C1F)F)F)=O)O N-((3R,4S)-1-(5-(6-ethoxy-1H-pyrazolo[3',4':3,4]pyrazolo[1,5-a]pyridin-4-yl)pyridin-2-yl)-3-hydroxypiperidin-4-yl)-2,3,6-trifluorobenzamide